C(CC)N(CCC)CC(=O)OCCCCCCCCCC 1-decanol N,N-dipropylaminoacetate